(S)-serinol NC(CO)CO